C([C@@H]([C@H]([C@@H]([C@@H](C(=O)[O-])O)O)O)O)O The molecule is the L-enantiomer of gulonate. It has a role as a human metabolite and a mammalian metabolite. It is a conjugate base of a L-gulonic acid.